C(C)N1C2=CC=C(C=C2C=2CC(CCC12)C(F)(F)F)CNC1=NC2=C(N1)C=CC=C2 N-((9-ethyl-3-(trifluoromethyl)-2,3,4,9-tetrahydro-1H-carbazol-6-yl)methyl)-1H-benzo[d]imidazol-2-amine